tert-Butyl (1R,5S)-3-((R or S)-6-chloro-2-(3-(diethylamino) propoxy)-8-fluoro-7-(3-hydroxynaphthalen-1-yl)quinazolin-4-yl)-3,8-diazabicyclo[3.2.1]octane-8-carboxylate ClC=1C=C2C(=NC(=NC2=C(C1C1=CC(=CC2=CC=CC=C12)O)F)OCCCN(CC)CC)N1C[C@H]2CC[C@@H](C1)N2C(=O)OC(C)(C)C